CC(C)C1=C(C2=CC=CC=C2C=C1)S(=O)(=O)[O-].CC(C)C1=C(C2=CC=CC=C2C=C1)S(=O)(=O)[O-].[Ca+2] calcium naphthalenesulphonate